Butyl {3-[(6-acetyl-4-chloro-1H-indazol-7-yl)oxy]propyl}carbamate C(C)(=O)C1=CC(=C2C=NNC2=C1OCCCNC(OCCCC)=O)Cl